4-(tert-butyldimethylsilyloxy)benzofuran-2-ylboronic acid [Si](C)(C)(C(C)(C)C)OC1=CC=CC2=C1C=C(O2)B(O)O